Cl.NC1CCC(CC1)[C@H](C)N1C[C@@H](OC2=C1C=C(C=C2F)C2=NNC(O2)=O)C 5-[(2S)-4-{(1S)-1-[(1r,4S)-4-aminocyclohexyl]ethyl}-8-fluoro-2-methyl-3,4-dihydro-2H-1,4-benzoxazin-6-yl]-1,3,4-oxadiazol-2(3H)-one hydrochloride